NC1=C(OC2=NC(=CC=C21)C)C(=O)N[C@H]2COC1=C(C(=CC(=C1C2)F)N2CCNCC2)F (R)-3-amino-N-(5,8-difluoro-7-(piperazin-1-yl)chroman-3-yl)-6-methylfuro[2,3-b]pyridine-2-carboxamide